2-amino-4-(butylamino)-6-((4-(pyrrolidin-1-ylmethyl)thiazol-2-yl)methyl)pyridin NC1=NC(=CC(=C1)NCCCC)CC=1SC=C(N1)CN1CCCC1